ClC1=C(C(=O)N2CCN(CC2)C(=O)C2CCN(CC2)C(=O)OC(C)(C)C)C=CC(=C1)NC(=O)C=1N(C(=CN1)C=1C(=NN(C1)C1=NC=CC=N1)C(F)(F)F)C tert-butyl 4-(4-(2-chloro-4-(1-methyl-5-(1-(pyrimidin-2-yl)-3-(trifluoromethyl)-pyrazol-4-yl)-imidazole-2-carboxamido)benzoyl)piperazine-1-carbonyl)piperidine-1-carboxylate